5-(2,4-dimethylphenyl)-N-(2-(1-(2-(4-methyl-2-oxo-1,2-dihydroquinolin-6-yl)acetyl)piperidin-4-yl)ethyl)picolinamide CC1=C(C=CC(=C1)C)C=1C=CC(=NC1)C(=O)NCCC1CCN(CC1)C(CC=1C=C2C(=CC(NC2=CC1)=O)C)=O